N-hydroxy-2H-1,4-benzoxazin-3(4H)-one ON1C(COC2=C1C=CC=C2)=O